C(C=C)OC1=CC=C(C=C1)C[C@@H](C(=O)N[C@H](CC1=CN(C2=CC=CC=C12)C(=O)OC(C)(C)C)C(=O)OC)NC(=O)OC(C)(C)C t-Butyl 3-((R)-2-((S)-3-(4-(allyloxy)phenyl)-2-((tert-butoxycarbonyl)amino)propanamido)-3-methoxy-3-oxopropyl)-1H-indole-1-carboxylate